C(C)S(=O)(=O)C=1C(=NC=CC1)C1=NC=C(N=C1)OCC(C(F)(F)F)(F)F (3-ethylsulfonyl-2-pyridyl)-5-(2,2,3,3,3-pentafluoropropoxy)pyrazine